FC(C(=O)O)(F)F.FC(C1=NC=CC=C1SC=1N=C2C(=NC1)NC(=N2)N2CCC1([C@@H](C=3N(N=CC3)C1)N)CC2)(F)F (S)-1-(5-((2-(trifluoromethyl)pyridin-3-yl)thio)-1H-imidazo[4,5-b]pyrazin-2-yl)-4'H,6'H-spiro[piperidine-4,5'-pyrrolo[1,2-b]pyrazol]-4'-amine (trifluoroacetate)